2-(2-chloro-5-methylbenzylidene)hydrazine-carboximidamide ClC1=C(C=NNC(N)=N)C=C(C=C1)C